Lithium vanadium manganese phosphate P(=O)([O-])([O-])[O-].[Mn+2].[V+5].[Li+]